tert-butyl (3S,4S)-4-[[4-[3-(2,6-dibenzyloxy-3-pyridyl)-5,7-difluoro-1-methyl-indazol-6-yl]-3,6-dihydro-2H-pyridin-1-yl]methyl]-3-methyl-piperidine-1-carboxylate C(C1=CC=CC=C1)OC1=NC(=CC=C1C1=NN(C2=C(C(=C(C=C12)F)C=1CCN(CC1)C[C@@H]1[C@@H](CN(CC1)C(=O)OC(C)(C)C)C)F)C)OCC1=CC=CC=C1